2-Tert-butyl (4-(4-((1-(4-(hydroxymethyl)phenyl)-3-(3-((tetrahydro-2H-pyran-2-yl)oxy)propyl)-1H-pyrazol-4-yl)carbamoyl)oxazol-2-yl)pyridin-2-yl)(2,2,2-trifluoroethyl)carbamate OCC1=CC=C(C=C1)N1N=C(C(=C1)NC(=O)C=1N=C(OC1)C1=CC(=NC=C1)N(C(OC(C)(C)C)=O)CC(F)(F)F)CCCOC1OCCCC1